2-(chloromethyl)-2-(difluoromethyl)butanoyl chloride ClCC(C(=O)Cl)(CC)C(F)F